6-(3-cyclopropyl-1H-pyrazol-4-yl)-3-fluoro-2-methylpyridine C1(CC1)C1=NNC=C1C1=CC=C(C(=N1)C)F